7-[(3aS,4R,6R,6aR)-6-({[tert-butyl(dimethyl)silyl]oxy}methyl)-2,2-dimethyltetrahydro-2H,3aH-cyclopenta[d][1,3]dioxol-4-yl]-4-chloro-5-iodo-7H-pyrrolo[2,3-d]pyrimidine [Si](C)(C)(C(C)(C)C)OC[C@H]1C[C@H]([C@H]2[C@@H]1OC(O2)(C)C)N2C=C(C1=C2N=CN=C1Cl)I